5-Bromo-3-methylpentanal BrCCC(CC=O)C